BrN1C(N(C(C1(C)C)=O)Br)=O 1,3-dibromo-5,5-dimethyl-2,4-imidazolidinedione